((3S,4S)-4-methyl-1-pyrimidin-2-ylmethyl-pyrrolidin-3-yl)-3-(tetrahydro-pyran-4-yl)-7H-imidazo[1,5-a]pyrazin-8-one C[C@H]1[C@@H](CN(C1)CC1=NC=CC=N1)C=1N=C(N2C1C(NC=C2)=O)C2CCOCC2